bis(1-octyl oxy-2,2,6,6-tetramethyl piperidyl)succinate C(CCCCCCC)ON1C(C(CCC1(C)C)C(C(C(=O)[O-])C1C(N(C(CC1)(C)C)OCCCCCCCC)(C)C)C(=O)[O-])(C)C